N1CC[C@H](CCC1)CNC1=NN(C(=C1)C1=CC(=C(C#N)C=C1)F)C1=CC=C(C=C1)N1CCN(CC1)CCO (S)-4-(3-((azepan-4-ylmethyl)amino)-1-(4-(4-(2-hydroxyethyl)piperazin-1-yl)phenyl)-1H-pyrazol-5-yl)-2-fluorobenzonitrile